C1(CCCC1)COC1=C(C(=O)O)C(=CC(=C1C)OS(=O)(=O)C1=CC=C(C)C=C1)OS(=O)(=O)C1=CC=C(C)C=C1 2-(Cyclopentylmethoxy)-3-methyl-4,6-bis(tosyloxy)benzoic acid